C(C1=CC=CC=C1)(=O)N(C(C1=CC=CC=C1)=O)C=1C(=NC=CC1)C1=CC=C(C=C1)C(F)(F)F N-benzoyl-N-(2-(4-(trifluoromethyl)phenyl)pyridin-3-yl)benzamide